C(CCCCCCCC=CCC=CCCCCC)(=O)OC 9,12-Octadecadienoic acid, methyl ester